CN(NC(C)C1=NC=C(C=C1)C(F)(F)F)C 2-(1-(2,2-dimethylhydrazineyl)ethyl)-5-(trifluoromethyl)pyridine